FC1=C(C=C(C=C1)OC(F)(F)F)NC(CC1CN(C1)C(=O)OC(C)(C)C)=O tert-butyl 3-(2-((2-fluoro-5-(trifluoromethoxy)phenyl)amino)-2-oxoethyl)azetidine-1-carboxylate